C(CCC)C1(CCC(CC1)CCCCCC)CCCC di(n-butyl)(n-hexyl)cyclohexane